tert-butyl-((4-isocyanatonaphthalen-1-yl)oxy)dimethylsilane t-butyl-(3R,5'S)-5'-carbamoyl-6-methyl-2-oxo-1,2-dihydrospiro[imidazo[1,2-b]pyrazole-3,3'-pyrrolidine]-1'-carboxylate C(C)(C)(C)OC(=O)N1C[C@]2(C[C@H]1C(N)=O)C(NC=1N2N=C(C1)C)=O.C(C)(C)(C)[Si](C)(C)OC1=CC=C(C2=CC=CC=C12)N=C=O